ClC1=C(C=CC=C1C1=C(C(=NC=C1)C=1C=C2CCN(CC2=C(C1)F)CCCF)Cl)C1=CC=C(C(=N1)OC)CNC[C@@H]1CCC(N1)=O (S)-5-((((6-(2-chloro-3-(3-chloro-2-(8-fluoro-2-(3-fluoropropyl)-1,2,3,4-tetrahydroisoquinolin-6-yl)pyridin-4-yl)phenyl)-2-methoxypyridin-3-yl)methyl)amino)methyl)pyrrolidin-2-one